N[C@@H]1[C@@H](OCC12CCN(CC2)C2=C(N=C1C(=N2)N(N=C1C=1C(=C2N=C(C=NC2=CC1)OC)Cl)COCC[Si](C)(C)C)CO)C (6-((3S,4S)-4-amino-3-methyl-2-oxa-8-azaspiro[4.5]decan-8-yl)-3-(5-chloro-3-methoxyquinoxalin-6-yl)-1-((2-(trimethylsilyl)ethoxy)methyl)-1H-pyrazolo[3,4-b]pyrazin-5-yl)methanol